magnesium-zinc-silver-copper [Cu].[Ag].[Zn].[Mg]